(2R,3S,4S,5R)-N-(2-((R)-1,2-dihydroxyethyl)pyrimidin-5-yl)-3-(2-methoxy-3-(trifluoromethyl)phenyl)-4,5-dimethyl-5-(trifluoromethyl)tetrahydrofuran-2-carboxamide O[C@@H](CO)C1=NC=C(C=N1)NC(=O)[C@@H]1O[C@]([C@H]([C@H]1C1=C(C(=CC=C1)C(F)(F)F)OC)C)(C(F)(F)F)C